4-bromo-N,N-didecylbutyramide BrCCCC(=O)N(CCCCCCCCCC)CCCCCCCCCC